N-(4-chlorophenyl)-N-methyl-1-(p-tolyl)-1H-1,2,4-triazole-3-carboxamide ClC1=CC=C(C=C1)N(C(=O)C1=NN(C=N1)C1=CC=C(C=C1)C)C